N1(C=NC=C1)C(=O)N[N-]CCC (imidazole-1-carbonyl-amino)-propylamide